NC1=C(C(=NN1)C)C1=CC=CC=C1 5-amino-3-methyl-4-phenylpyrazole